OCC=1C(=NC=CC1C1=CN(C(C(=C1)NC1=NC=C(C=C1)N1[C@H](CN(CC1)C1COC1)C)=O)C)N1N=CC2=C(C1=O)SC1=C2CCCC1 3-[3-(hydroxymethyl)-4-[1-methyl-5-[[5-[(2S)-2-methyl-4-(oxetan-3-yl)piperazin-1-yl]-2-pyridyl]amino]-6-oxo-3-pyridyl]-2-pyridyl]-6,7,8,9-tetrahydrobenzothiopheno[2,3-d]pyridazin-4-one